N,N-bis(trimethylsilyl)aminoethyltrimethoxysilane C[Si](N([Si](C)(C)C)CC[Si](OC)(OC)OC)(C)C